C(C)N1C[C@@H](CCC1)NC=1N=NC=C2C1N=C(C=C2)C 8-[[(3R)-1-ethyl-3-piperidyl]amino]-2-methyl-pyrido[2,3-d]pyridazin